8-(3-ethoxy-3-methylazetidin-1-yl)-N-(2-ethoxy-4-(4-methyl-4H-1,2,4-triazol-3-yl)phenyl)-6-methylpyrido[3,4-d]pyrimidin-2-amine C(C)OC1(CN(C1)C1=NC(=CC2=C1N=C(N=C2)NC2=C(C=C(C=C2)C2=NN=CN2C)OCC)C)C